4-methyl-7-(4,4,5,5-tetramethyl-1,3,2-dioxaborolan-2-yl)-2,3-dihydropyrido[3,2-b][1,4]oxazine CN1C2=C(OCC1)C=C(C=N2)B2OC(C(O2)(C)C)(C)C